FC=1C(=C(C=CC1F)[C@H]1[C@@H](O[C@]([C@H]1C)(C(F)(F)F)C)C=1NC(=C(C(N1)=O)SC)C)OC 2-((2R,3S,4S,5R)-3-(3,4-difluoro-2-methoxyphenyl)-4,5-dimethyl-5-(trifluoromethyl)tetrahydrofuran-2-yl)-6-methyl-5-(methylthio)pyrimidin-4(1H)-one